FC(C1CCC(CC1)C(=O)O)(C1=NC(=NC(=C1)C)SC)F (1r,4r)-4-(difluoro(6-methyl-2-(methylthio)pyrimidin-4-yl)methyl)cyclohexane-1-carboxylic acid